CC1=NNC(C(=C1)C(=O)C1C(CCCC1=O)=O)=O (3-methyl-6-oxo-1H-pyridazine-5-carbonyl)cyclohexane-1,3-dione